N-(3-(azetidin-3-yl)propyl)-N-(4-fluoro-3-methylphenyl)-2-(4-methyl-6-(trifluoromethyl)pyrimidin-2-yl)-5-oxopyrazolidine-3-carboxamide N1CC(C1)CCCN(C(=O)C1N(NC(C1)=O)C1=NC(=CC(=N1)C)C(F)(F)F)C1=CC(=C(C=C1)F)C